ClC1=CC2=C(C=N1)C=C(N2)[C@@H]2N(CCC2)C(=O)OC(C)(C)C tert-butyl (2R)-2-[6-chloro-1H-pyrrolo[3,2-c]pyridin-2-yl]pyrrolidine-1-carboxylate